N-(2-chlorophenyl)-4-((5-fluoro-2-((4-(2-oxo-2-(piperazin-1-yl)ethyl)phenyl)amino)pyrimidin-4-yl)amino)benzamide 2,2,2-trifluoroacetate FC(C(=O)O)(F)F.ClC1=C(C=CC=C1)NC(C1=CC=C(C=C1)NC1=NC(=NC=C1F)NC1=CC=C(C=C1)CC(N1CCNCC1)=O)=O